CN(S(=O)(=O)N[C@@H]1[C@@H](N(CC1)C(=O)OC)CO[C@@H]1CC[C@@H](CC1)C1=CC=CC=C1)C methyl (CIS)-3-((N,N-dimethylsulfamoyl)amino)-2-((((CIS)-4-phenylcyclohexyl)oxy)methyl)-pyrrolidine-1-carboxylate